C[NH+](C)[O-] N,N-dimethylamine oxide